2-(4-chloro-2-(trifluoromethyl)benzyl)-3-cyclobutylimidazo[1,2-a]Pyridine-7-carboxylic acid ClC1=CC(=C(CC=2N=C3N(C=CC(=C3)C(=O)O)C2C2CCC2)C=C1)C(F)(F)F